FCCCS(=O)(=O)Cl 3-fluoro-propane-1-sulfonyl chloride